NC1=C(C(=O)N)C=CC=C1F 2-Aminofluorobenzamide